tert-butyl (2S,5S)-4-(2-ethoxy-1-(4-fluorophenyl)-2-oxoethyl)-5-(hydroxymethyl)-2-methylpiperazine-1-carboxylate C(C)OC(C(C1=CC=C(C=C1)F)N1C[C@@H](N(C[C@H]1CO)C(=O)OC(C)(C)C)C)=O